4-[(2-Hydroxynaphth-1-yl)azo]-benzenesulfonic acid sodium salt [Na+].OC1=C(C2=CC=CC=C2C=C1)N=NC1=CC=C(C=C1)S(=O)(=O)[O-]